CC1=CC=C(C=C1)S(=O)(=O)OC=1C2=C(N=C(N1)OCC13CCCN3CCC1)CN(CC2)C2=CC=CC1=CC=CC(=C21)C 2-((hexahydro-1H-pyrrolizin-7a-yl)methoxy)-7-(8-methylnaphthalen-1-yl)-5,6,7,8-tetrahydropyrido[3,4-d]pyrimidin-4-yl 4-methylbenzenesulfonate